BrC1=CC=C(C=C1)C1C2CCC(C1)C2 2-(4-Bromophenyl)norbornane